N-(4-{4-amino-7-[1-(2-methoxyethyl)piperidin-4-yl]pyrrolo[2,1-f][1,2,4]triazin-5-yl}phenyl)-1-(4-fluorophenyl)-2-oxo-1,2-dihydropyridine-3-carboxamide NC1=NC=NN2C1=C(C=C2C2CCN(CC2)CCOC)C2=CC=C(C=C2)NC(=O)C=2C(N(C=CC2)C2=CC=C(C=C2)F)=O